C1(=CC=CC=C1)N(C1=CC(=C(C=C1)C#CC1=C(C=O)C=CC=C1)O)C1=CC=CC=C1 ((4-(diphenylamino)-2-hydroxyphenyl)ethynyl)benzaldehyde